4-((((3-fluorophenyl)(1H-imidazol-4-yl)methyl)amino)methyl)benzoic acid FC=1C=C(C=CC1)C(C=1N=CNC1)NCC1=CC=C(C(=O)O)C=C1